FC1(CN(CC1)C1=NC=CC(=C1NC(=O)C=1C=NC(=NC1)C(C)C)C=1C=NNC1)F N-(2-(3,3-difluoropyrrolidin-1-yl)-4-(1H-pyrazol-4-yl)pyridin-3-yl)-2-isopropylpyrimidine-5-carboxamide